[N+](=O)([O-])S(=O)[O-] nitrothionate